methan-d2-ol C(O)([2H])[2H]